C1(=CC=CC2=CC=CC=C12)C(=O)N1CCN(CC1)C([C@H](CCCCNC(C=C)=O)NC(CC)=O)=O (S)-N-(6-(4-(1-naphthoyl)piperazin-1-yl)-6-oxo-5-propionamidohexyl)acrylamide